O.ClC=1C=C(NC2=NC=NC3=CC(=C(C=C23)NC(C=CCN2CCCCC2)=O)OC)C=CC1F 4-piperidin-1-yl-2-butenoic acid [4-(3-chloro-4-fluoroanilino)-7-methoxyquinazolin-6-yl]-amide monohydrate